3,3-dipropyl-6-heptene C(CC)C(CC)(CCC=C)CCC